(trans)-3-acryloyl-6-(4-(trifluoromethyl)phenyl)-2,3,4,4a,5,6-hexahydro-1H-pyrazino[1,2-a]quinoxaline-2-carboxylic acid C(C=C)(=O)N1C[C@H]2N(C3=CC=CC=C3N(C2)C2=CC=C(C=C2)C(F)(F)F)C[C@@H]1C(=O)O